O1N=C(C2=C1C=CC=C2)C2(CC2)S(=O)(=O)N(CC2=C(C=C(C=C2)OC)OC)CC2=C(C=C(C=C2)OC)OC 1-(benzo[d]isoxazol-3-yl)-N,N-bis(2,4-dimethoxybenzyl)cyclopropane-1-sulfonamide